C(OC(CCCC(F)(F)F)C1=CC=C(C=C1)[N+](=O)[O-])([O-])=O 4-nitrophenyl(5,5,5-trifluoropentyl) carbonate